C[C@H]1N(CCOC1)C1=NC2=C(N=CC=C2C(=C1)C1=NC=CC=C1C)C1=CC=NN1C1OCCCC1 2-[(3R)-3-methylmorpholin-4-yl]-4-(3-methylpyridin-2-yl)-8-[1-(tetrahydro-2H-pyran-2-yl)-1H-pyrazol-5-yl]-1,7-naphthyridine